NC1=C(C=C(C=C1)C=1C=NC=CC1C#N)N1CCN(CC1)C(=O)OC(C)(C)C tert-butyl 4-[2-amino-5-(4-cyano-3-pyridyl)phenyl]piperazine-1-carboxylate